CC1N(CCC2=CC=CC=C12)C(=O)[O-] 1-methyl-3,4-dihydroisoquinoline-2(1H)-carboxylate